C(#N)CN(CC(=O)O)C(=O)OCC1C2=CC=CC=C2C=2C=CC=CC12 2-[cyanomethyl(9H-fluoren-9-ylmethoxycarbonyl)amino]acetic acid